N-(4-chloropyridin-2-yl)-4-methyloxazol-2-amine ClC1=CC(=NC=C1)NC=1OC=C(N1)C